N1C=NC=2C=CC=3C=CC=NC3C21 IMIDAZOCHINOLINE